FC1=C(C=CC=C1)C1=CC=C(C=C1)[C@H](C)NC(=O)C1NCC(C1)O N-((S)-1-(2'-fluoro-[1,1'-biphenyl]-4-yl)ethyl)-4-hydroxypyrrolidine-2-carboxamide